COC1=CC=C(C=C1)C=1C=CC=C2C=NC(=NC12)NC1=CC=C(C=C1)N1CCCC1 8-(4-(methoxy)phenyl)-N-(4-pyrrolidinylphenyl)quinazolin-2-amine